C[C@@]1([C@H]2[C@]3([C@@](O1)(O[C@H]1C[C@@H]([C@@H]([C@H]2O)[C@H]1[C@H]3C)C)[C@@H]3[C@H](C3)C)O)CCC=3OC=CC3C (1R,3S,3aR,4R,4aR,5S,7S,7aS,8R,8aR)-3,5,8-trimethyl-1-((1S,2S)-2-methylcyclopropyl)-3-(2-(3-methylfuran-2-yl)ethyl)octahydro-1H-1,7-epoxyindeno[5,6-c]furan-4,8a(3H)-diol